(5-(2-(3,3-difluoropiperidin-1-yl)acetamido)-2-methylpyridin-3-yl)-2-(1-methyl-1H-pyrazol-4-yl)pyrazolo[5,1-b]Thiazole-7-carboxamide FC1(CN(CCC1)CC(=O)NC=1C=C(C(=NC1)C)C=1N2C(SC1C=1C=NN(C1)C)=C(C=N2)C(=O)N)F